BrC1=C(N(N=C1)C)C1=C(C2=CC(=CC=C2C=C1)Cl)C#N 2-(4-bromo-2-methyl-pyrazol-3-yl)-7-chloro-naphthalene-1-carbonitrile